CON(C(=O)C1CN(CCC1C)C(=O)OC(C)(C)C)C tert-butyl 3-(methoxy (methyl) carbamoyl)-4-methylpiperidine-1-carboxylate